BrC=1C=CC=C(C(=O)[O-])C1 5-bromobenzoate